C(C)(C)(C)OC(=O)N1CCC(CC1)(O)C1=CN=C(S1)N 4-(2-aminothiazol-5-yl)-4-hydroxy-piperidine-1-carboxylic acid tert-butyl ester